The molecule is an alkynic fatty acyl-CoA that results from the formal condensation of the thiol group of coenzyme A with the carboxy group of 9-octadecynoic acid. It derives from a stearolic acid. CCCCCCCCC#CCCCCCCCC(=O)SCCNC(=O)CCNC(=O)[C@@H](C(C)(C)COP(=O)(O)OP(=O)(O)OC[C@@H]1[C@H]([C@H]([C@@H](O1)N2C=NC3=C(N=CN=C32)N)O)OP(=O)(O)O)O